C(C)(C)C1=CC=C(C=C1)N1CC(CC2=CC=CC=C12)NC(C=C)=O N-(1-(4-isopropylphenyl)-1,2,3,4-tetrahydroquinolin-3-yl)acrylamide